FC=1C=CC=C2CN(C3(C12)CC3)C(=O)C3=CC1=C(N=C(O1)C1C(NC(CC1)=O)=O)C=C3 3-(6-(7'-fluorospiro[cyclopropane-1,1'-isoindoline]-2'-carbonyl)benzo[d]oxazol-2-yl)piperidine-2,6-dione